C=CCC(CCCC)O oct-1-en-4-ol